trans-N-(5-chloro-6-(pyrimidin-2-yl)pyridin-3-yl)-8-(1-(difluoromethyl)-1H-pyrazol-4-yl)-2-fluoro-8-methyl-7,8-dihydro-6H-cyclopenta[e]pyrazolo[1,5-a]pyrimidine-6-carboxamide ClC=1C=C(C=NC1C1=NC=CC=N1)NC(=O)[C@@H]1C[C@@](C2=C1C=NC=1N2N=C(C1)F)(C)C=1C=NN(C1)C(F)F